BrC=1C=C2C(=NN(C2=CC1)CC(=O)OC(C)(C)C)C(N)=O tert-Butyl 2-(5-bromo-3-carbamoyl-1H-indazol-1-yl)acetate